C(C(=O)O)(=O)O.C(C1=CC=CC=C1)ON[C@H]1CC[C@H](NC1)C(=O)OCC1=CC=CC=C1 benzyl (2S,5S)-5-benzyloxyaminopiperidine-2-carboxylate oxalate